BrC1=CC=CC(=N1)OC1=CC=C(C=C1)CC(=O)O 2-(4-((6-bromopyridin-2-yl)oxy)phenyl)acetic acid